NC1=NN=C(S1)C1=C(C2=C(N(C(C1)=O)CC1=CC=C(C=C1)OC)C=CC=C2)Br 4-(5-Amino-1,3,4-thiadiazol-2-yl)-5-bromo-1-(4-methoxybenzyl)-1,3-dihydro-2H-benzo[b]azepin-2-one